N-(1-methoxyethyl)caproamide COC(C)NC(CCCCC)=O